FC1=CC=C(C=C1)C(CN1CCNCC1)NS(=O)(=O)C1=CC=C(C=C1)OC(F)(F)F N-(1-(4-fluorophenyl)-2-(piperazin-1-yl)ethyl)-4-(trifluoromethoxy)benzenesulfonamide